[N+](=[N-])=CC(CC[C@@H](C(=O)OC(C)C)NC([C@@H](C1=NC=CC=C1)OC)=O)=O isopropyl (S)-6-diazo-2-((R)-2-methoxy-2-(pyridin-2-yl)acetamido)-5-oxohexanoate